3,4-dimethylbenzylideneformaldehyde CC=1C=C(C=C=O)C=CC1C